NC1=NC(=CC(=N1)OC1CNCC1)NC 3-((2-amino-6-(methylamino)pyrimidin-4-yl)oxy)pyrrolidin